C(C)(C)(C)OC(=O)N1CC(C(CC1)=CC(=O)OCC)F 4-(2-ethoxy-2-keto-ethylidene)-3-fluoro-piperidine-1-carboxylic acid tert-butyl ester